BrC1=CC(=C(CNC(=O)N2CC(C2)OC(C)(C)C)C=C1)C(F)(F)F N-(4-bromo-2-(trifluoromethyl)benzyl)-3-(tert-butoxy)azetidine-1-carboxamide